calcium manganese (II) fluoride [F-].[Mn+2].[Ca+2].[F-].[F-].[F-]